CO[Si](C=1C=C(C=CC1)C(=C)C1=CC=CC=C1)(OC)OC 1-[3-(trimethoxysilyl)phenyl]-1-phenylethene